C(OCC1=CC=CC=C1)(OC[C@@H]1[C@H]([C@@H](C(C1)=O)F)OC(=O)OCC1=CC=CC=C1)=O benzyl (((1r,2r,3s)-2-(((benzyloxy) carbonyl) oxy)-3-fluoro-4-oxocyclopentyl) methyl) carbonate